2-(2-naphthyl)phenol C1=C(C=CC2=CC=CC=C12)C1=C(C=CC=C1)O